NC1=CC=C(C=C1)C(=O)C=1NC=2C=C(C3=C(C2C1)C=CC=C3)OC (4-amino-phenyl)-(5-methoxy-3H-benzo[e]indol-2-yl)-methanone